N1(N=NC2=C1C=CC=C2)C(CCCCCCCCCCCC)O 1-(1H-benzo[d][1,2,3]triazol-1-yl)tridecan-1-ol